N-(2-methoxy-d3-phenyl)acetamide C(OC1=C(C=CC=C1)NC(C)=O)([2H])([2H])[2H]